[N+](=O)([O-])C1=C(C(=C2C=CC=CC2=C1)N)N mononitronaphthalenediamine